(2-isopropylphenyl)boronic acid C(C)(C)C1=C(C=CC=C1)B(O)O